FC1=CC=C(C=C1)C(CSCC(=O)[O-])=O 2-(4-fluorophenyl-2-oxo-ethyl)sulfanylacetate